rac-benzyl (1-(tert-butyl)-3-((1S,3R,4S)-3-methoxy-4-(((4-nitrophenoxy)carbonyl)oxy)cyclopentyl)-1H-pyrazol-5-yl)carbamate C(C)(C)(C)N1N=C(C=C1NC(OCC1=CC=CC=C1)=O)[C@H]1C[C@H]([C@H](C1)OC(=O)OC1=CC=C(C=C1)[N+](=O)[O-])OC |r|